CC=1C=NC=CC1N1N=CC(=C1)NC(CC)=O N-(1-(3-methylpyridin-4-yl)-1H-pyrazol-4-yl)propanamide